2-amino-6-cyano-6-cyclopentyl-7-oxo-4,5,6,7-tetrahydro-1-benzothiophene-3-carboxamide NC=1SC2=C(C1C(=O)N)CCC(C2=O)(C2CCCC2)C#N